tert-butyl (R)-(1-(5-carbamoyl-6-((1-methyl-1H-pyrazol-4-yl)amino)pyrazin-2-yl)piperidin-3-yl)carbamate C(N)(=O)C=1N=CC(=NC1NC=1C=NN(C1)C)N1C[C@@H](CCC1)NC(OC(C)(C)C)=O